ClC=1C=C(C=CC1)[C@@H]1[C@H](C1)C(=O)NC1=NC=NC(=C1)NCC=1N=C2N(C=C(C=C2N2C(N(C(CC2)=O)C)=O)C2CC2)C1 (1S,2s)-2-(3-chlorophenyl)-N-(6-(((6-cyclopropyl-8-(3-methyl-2,4-dioxotetrahydropyrimidin-1(2H)-yl)imidazo[1,2-a]pyridin-2-yl)methyl)amino)pyrimidin-4-yl)cyclopropane-1-carboxamide